C1(CC1)C1=CN(C=2N=CN=C(C21)N)[C@@H](C)C=2N=NN(C2)C2=C(C=CC=C2)F 5-cyclopropyl-7-{(1S)-1-[1-(2-fluorophenyl)-1H-1,2,3-triazol-4-yl]ethyl}-7H-pyrrolo[2,3-d]pyrimidin-4-amine